C(=O)(O)[C@H](CC(=O)N1CC2=C(C(=C(C(=C2C1)F)OCCCOC1=C(C=C2C(=N1)C=C(S2)C(C[C@@H](C(=O)O)C)=O)OC)O)F)C (S)-4-(5-(3-((2-((S)-3-carboxybutanoyl)-4,7-difluoro-6-hydroxyisoindolin-5-yl)oxy)propoxy)-6-methoxythieno[3,2-b]pyridin-2-yl)-2-methyl-4-oxobutanoic acid